FC1(CN(CC1)CC=1C=C(C(=O)N2CC3(C4=CC(=CC=C24)NS(=O)(=O)C)CCC2(CC3)CC2)C=CC1)F N-(1''-(3-((3,3-difluoropyrrolidin-1-yl)methyl)benzoyl)dispiro[cyclopropane-1,1'-cyclohexane-4',3''-indolin]-5''-yl)methanesulfonamide